(11Z,13Z)-hexadecadien-1-al C(C=CC=CCCCCCCCCCCC)=O